OC1=CC=C(C=C1)C1=C(C(=O)O)NC(NC1=O)=O 4-hydroxyphenylorotic acid